C(C=C)(=O)N1[C@H](CN(CC1)C1=NC(=NC=2C[C@H]([C@@H](CC12)C)C1=C2CCCC2=CC=C1)OC[C@H]1N(CCC1)C)CC#N 2-((S)-1-acryloyl-4-((6R,7R)-7-(2,3-dihydro-1H-inden-4-yl)-6-methyl-2-(((S)-1-methylpyrrolidin-2-yl)methoxy)-5,6,7,8-tetrahydroquinazolin-4-yl)piperazin-2-yl)acetonitrile